C(C(C)C)[O-] iso-butanolat